FC1=C(C=CC(=C1)F)S(=NC(C1=CC=C(C=C1)CC1=NOC(=N1)C(F)(F)F)=O)(=O)C N-((2,4-difluorophenyl)(methyl)(oxo)-λ6-sulfaneylidene)-4-((5-(trifluoromethyl)-1,2,4-oxadiazol-3-yl)methyl)benzamide